(S)-phosphonoisoleucine P(=O)(O)(O)N[C@@H]([C@@H](C)CC)C(=O)O